3-({[5-(cyclopropylethynyl)pyridin-3-yl]methyl}amino)-N-[(1S,2S)-2-hydroxycyclohexyl]-4-methylbenzamide C1(CC1)C#CC=1C=C(C=NC1)CNC=1C=C(C(=O)N[C@@H]2[C@H](CCCC2)O)C=CC1C